C(C)(C)(C)OC(=O)NN1C=C(C(C=C1)=O)C(=O)OC(C)(C)C tert-butyl 1-((tert-butoxycarbonyl) amino)-4-oxo-1,4-dihydropyridine-3-carboxylate